(S)-1-phenylethanamine (S)-2'-oxo-1'-((2-(trimethylsilyl)ethoxy)methyl)-1',2',5,7-tetrahydrospiro[cyclopenta[b]pyridine-6,3'-pyrrolo[2,3-b]pyridine]-3-carboxylate O=C1[C@@]2(C=3C(=NC=CC3)N1COCC[Si](C)(C)C)CC=1C(=NC=C(C1)C(=O)O)C2.C2(=CC=CC=C2)[C@H](C)N